ClC1=C(C=C2CCN(C2=C1)C1=NC=NC2=CC=C(C=C12)C=1C=C2C(=NC1)NC(C2(O)O)=O)F 5-[4-(6-chloro-5-fluoro-indolin-1-yl)quinazolin-6-yl]-3,3-dihydroxy-1H-pyrrolo[2,3-b]pyridin-2-one